N1(CCCCC1)C(=O)[O-] tetrahydropyridine-1-carboxylate